N1=CC2(C=3C1=NC=CC3)C[C@@H]3[C@@H](CNC3)C2 (3aR,5R,6aS)-2,3,3a,4,6,6a-hexahydro-1H-spiro[cyclopenta[c]pyrrole-5,3'-pyrrolo[2,3-b]pyridine]